[OH-].ClC1=C(C(C2=CC=CC=C2C1OC1=CC=CC=C1)OC1=CC=CC=C1)NC1=C(C(=O)N(C2=NC=CC=C2)C)C=CC=C1 ((3-chloro-1,4-diphenoxy-1,4-dihydronaphthalen-2-yl)amino)-N-methyl-N-(pyridin-2-yl)benzamide hydroxide